Butane-2-sulfonic acid [3-(5-cyano-1H-pyrrolo[2,3-b]pyridine-3-carbonyl)-2-fluoro-phenyl]-amide C(#N)C=1C=C2C(=NC1)NC=C2C(=O)C=2C(=C(C=CC2)NS(=O)(=O)C(C)CC)F